FC=1C=CC(=C(C(=O)O)C1)C=1C=2N(C=C(C1)C1CN(C1)[C@H](C(C)C)CCCN1[C@H]3CO[C@@H](C1)C3)C(=NC2)C 5-Fluoro-2-(3-methyl-6-{1-[(3S)-2-methyl-6-[(1R,4R)-2-oxa-5-azabicyclo[2.2.1]heptane-5-yl]hexane-3-yl]azetidin-3-yl}imidazo[1,5-a]pyridin-8-yl)benzoic acid